C1(=CC=CC=C1)[C@H]1[C@@H](OC2(O1)CCCC2)CO ((2S,3S)-3-phenyl-1,4-dioxaspiro[4.4]nonan-2-yl)methanol